4-(tert-butoxycarbonyl)-6-fluoro-3,4-dihydro-2H-benzo[b][1,4]oxazine-2-carboxylic acid C(C)(C)(C)OC(=O)N1C2=C(OC(C1)C(=O)O)C=CC(=C2)F